Methyl (5-nitro-2-(trifluoromethoxy) phenyl) carbonate C(OC)(OC1=C(C=CC(=C1)[N+](=O)[O-])OC(F)(F)F)=O